FC(C=1C(=C(C=CC1)[C@@H](C)NC1=NC(=NC2=CC(=C(C=C12)C1CCS(CC1)(=O)=N)OC)C)F)F N-[(1R)-1-[3-(difluoromethyl)-2-fluoro-phenyl]ethyl]-6-(1-imino-1-oxo-thian-4-yl)-7-methoxy-2-methyl-quinazolin-4-amine